2,5-Dioxopyrrolidin-1-yl 2-cyclopropyl-2-methylpropionate C1(CC1)C(C(=O)ON1C(CCC1=O)=O)(C)C